9-(spiro[2.5]octan-6-yl)-7,9-dihydro-8H-purin-8-one C1CC12CCC(CC2)N2C1=NC=NC=C1NC2=O